methyl (methyl-ethyl) ether CC(C)OC